C1(CCCCC1)NC=1C2=C(N=CC1C1=CC=CC=C1)NC=C2 N-cyclohexyl-5-phenyl-1H-pyrrolo[2,3-b]Pyridin-4-amine